C(C)(C)=[Zr](C1=CC=CC=2C3=CC=CC=C3CC12)C1C=CC=C1 (isopropylidene)(cyclopentadienyl)(fluorenyl)zirconium